3-bromo-5-(3,5-difluorophenoxy)-1-methyl-1H-1,2,4-triazole BrC1=NN(C(=N1)OC1=CC(=CC(=C1)F)F)C